C(C1=CC=CC=C1)OC=1C=C(NC1C=C1N=C(C=C1)CCCCCCCCCCC)C=1NC=CC1 4-(benzyloxy)-5-[(5-undecyl-2H-pyrrol-2-ylidene)methyl]-1H,1'H-2,2'-bipyrrole